(S)-(4-(3-amino-5-chloro-2-methylbenzyl)-2-methylpiperazin-1-yl)(cyclopentyl)methanone NC=1C(=C(CN2C[C@@H](N(CC2)C(=O)C2CCCC2)C)C=C(C1)Cl)C